(2R)-N-((S or R)-(3-chloro-4-fluorophenyl)(1-(2,2,2-trifluoroethyl)-1H-pyrazol-4-yl)methyl)-2-methyl-3-oxopiperazine-1-carboxamide ClC=1C=C(C=CC1F)[C@H](NC(=O)N1[C@@H](C(NCC1)=O)C)C=1C=NN(C1)CC(F)(F)F |o1:8|